BrC1=NC(=CC=C1N1N=NC(=C1)C(=O)O)C 1-(2-bromo-6-methylpyridin-3-yl)-1H-1,2,3-triazole-4-carboxylic acid